2-((3-methyl-5-(trifluoromethyl)pyridin-2-yl)sulfonyl)-6-(tetrahydro-2H-pyran-4-yl)-2,6-diazaspiro[3.3]heptane CC=1C(=NC=C(C1)C(F)(F)F)S(=O)(=O)N1CC2(C1)CN(C2)C2CCOCC2